FC1=C(C=CC(=C1)F)C1=CNC2=NC=CC(=C21)OC2=C(C=C(NC=1OC[C@](CN1)(F)CO)C=C2F)F |r| (+/-)-[2-(4-{[3-(2,4-difluorophenyl)-1H-pyrrolo[2,3-b]pyridin-4-yl]oxy}-3,5-difluoroanilino)-5-fluoro-5,6-dihydro-4H-1,3-oxazin-5-yl]methanol